C1(CC1)C=C1[C@H]2[C@@H]([C@@H]([C@@H](C1)C2)C2(CC(=CC=C2OC)C2=CC(=CC=C2F)C(=O)N)C(=O)N)C(=O)NCC2(CCC2)C 3-((1R,2R,3S,4R)-5-(cyclopropylmethylene)-3-(((1-methylcyclobutyl)methyl)aminocarbonyl)bicyclo[2.2.1]hept-2-yl)-6'-fluoro-4-methoxy-[1,1'-biphenyl]-3,3'-dicarboxamide